C12CN(CC2C1)C(=O)C=1N=C2N(N1)[C@H](C[C@H]2F)C2=CC=CC=C2 |r| 3-azabicyclo[3.1.0]hex-3-yl-[rac-(5r,7r)-7-fluoro-5-phenyl-6,7-dihydro-5H-pyrrolo[1,2-b][1,2,4]triazol-2-yl]methanone